C1(=CC=C2C=CC3=CC=CC4=CC=C1C2=C34)C(=O)N pyreneformamide